methyl (1R,3R)-3-((R)-3-(1-(1-((R)-1-(2,4-dichlorophenyl) ethyl)-1H-[1,2,3]triazolo[4,5-b]pyrazin-6-yl) azetidin-3-yl) piperidin-1-yl)-1-methylcyclobutane-1-carboxylate ClC1=C(C=CC(=C1)Cl)[C@@H](C)N1N=NC=2C1=NC(=CN2)N2CC(C2)[C@@H]2CN(CCC2)C2CC(C2)(C(=O)OC)C